C(C)(=O)N1CCC(CC1)NC1=NC(=NC=C1C#N)NC1=C(C=C(C=C1)N1CCN(CC1)CC)NC(C=C)=O N-(2-((4-((1-acetylpiperidin-4-yl)amino)-5-cyanopyrimidin-2-yl)amino)-5-(4-ethylpiperazin-1-yl)phenyl)acrylamide